O=C1CN(CCN1)C1=NC(=NC(=C1)NCC1=C(C=CC=C1)C1=NN=NN1)NC=1SCC(N1)(C(=O)OCC)C 2-[[4-[3-Oxo-1-piperazinyl]-6-[[(2-(5-(1H)tetrazolyl)phenyl)methyl]amino]-2-pyrimidinyl]amino]-4-methyl-4-thiazolecarboxylic acid, ethyl ester